[(1S,3S,4S)-5,5-difluoro-2-azabicyclo[2.2.2]octan-3-yl]{6-[2-(2,2,2-trifluoroethyl)-5-(trifluoromethyl)thieno[2,3-b]pyridin-4-yl]-2,6-diazaspiro[3.3]heptan-2-yl}methanone FC1([C@@H]2[C@H](N[C@H](C1)CC2)C(=O)N2CC1(C2)CN(C1)C1=C2C(=NC=C1C(F)(F)F)SC(=C2)CC(F)(F)F)F